FC1=C(C(=O)O)C=CC=C1N(C(=O)C1=CC=C(C=C1)C#N)CCOC 2-fluoro-3-[(2-methoxyethyl)(4-cyanophenylcarbonyl)amino]benzoic acid